C(C)(C)(C)OC(=O)N1[C@@H](C[C@H](C1)F)C(NC1CC(CC1)C1=CC2=C(S1)C=CS2)=O (2S,4R)-4-fluoro-2-(3-(thieno[3,2-b]thiophen-2-yl)cyclopentylcarbamoyl)pyrrolidine-1-carboxylic acid tert-butyl ester